ClC1=CC=C(C=C1)COCC1=CC(=CC2=C1N=C(S2)NC([O-])=O)C(F)(F)F [4-[(4-chlorophenyl)methoxymethyl]-6-(trifluoromethyl)-1,3-benzothiazol-2-yl]carbamate